1H-pyrrolo[2,3-c]pyridine-1-carboxylic acid tertButyl ester C(C)(C)(C)OC(=O)N1C=CC=2C1=CN=CC2